3-cyclopropyl-8-methyl-5,6-dihydro-[1,2,4]triazolo[4,3-a]pyrazin C1(CC1)C1=NN=C2N1CCN=C2C